4-(benzyloxy)-3-(4-phenylbutoxy)benzaldehyde C(C1=CC=CC=C1)OC1=C(C=C(C=O)C=C1)OCCCCC1=CC=CC=C1